BrC=1C=C2C(=CN1)NC(C2)=O 5-bromo-1,3-dihydro-2H-pyrrolo[2,3-c]pyridin-2-one